1-(4-((4-((4-fluorobenzyl)amino)-7-methoxyquinazolin-6-yl)oxy)piperidin-1-yl)prop-2-en-1-one FC1=CC=C(CNC2=NC=NC3=CC(=C(C=C23)OC2CCN(CC2)C(C=C)=O)OC)C=C1